Tert-butyl (R)-(1-(5-bromobenzo[d]oxazol-2-yl)pyrrolidin-3-yl)carbamate BrC=1C=CC2=C(N=C(O2)N2C[C@@H](CC2)NC(OC(C)(C)C)=O)C1